ethyl 3-(2-chlorophenyl)-3-oxopropionate ClC1=C(C=CC=C1)C(CC(=O)OCC)=O